FC(C(F)(F)OC(CO)(C(F)(F)F)F)(F)OC(CO)(C(F)(F)F)F 2,2'-[(1,1,2,2-Tetrafluoro-1,2-Ethanediyl)bis(oxy)]bis[2,3,3,3-tetrafluoro-1-propanol]